3-[3-(4-chloro-3,5-dimethyl-phenoxy)propyl]-1-[2-(piperazin-1-yl)ethyl]-7-(1,3,5-trimethyl-1H-pyrazol-4-yl)-1H-indole-2-carboxylic acid hydrochloride Cl.ClC1=C(C=C(OCCCC2=C(N(C3=C(C=CC=C23)C=2C(=NN(C2C)C)C)CCN2CCNCC2)C(=O)O)C=C1C)C